C(CCCCCCC)C(COC(=O)C1=CC2=CC3=C(C=C(C4=C3S(C=C4)[Sn](CCCC)(CCCC)CCCC)C(=O)OCC(CCCCCCCCCC)CCCCCCCC)C=C2C=2SC(=CC21)[Sn](CCCC)(CCCC)CCCC)CCCCCCCCCC bis(2-octyldodecyl)-2,7-bis-(tributylstannyl)-anthra[1,2-b:5,6-b']dithiophene-4,10-dicarboxylate